3-methyl-5-(N-(2-(3-methylthiophene-2-yl)ethyl)sulfamoyl)benzofuran-2-carboxylic acid ethyl ester C(C)OC(=O)C=1OC2=C(C1C)C=C(C=C2)S(NCCC=2SC=CC2C)(=O)=O